(R)-3-(4-(2-hydroxy-2-methylpropoxy)benzyl)-1-(4-fluorobenzyl)-1-((1-methylpyrrolidin-3-yl)methyl)urea OC(COC1=CC=C(CNC(N(C[C@H]2CN(CC2)C)CC2=CC=C(C=C2)F)=O)C=C1)(C)C